hexafluoro-dimethyl-bisphenol A FC(C(C1=C(C(=C(O)C=C1)C)C)(C(F)(F)F)C1=CC=C(C=C1)O)(F)F